(2S,3R,4S)-tert-butyl 2-((3-chloro-2,4-difluorophenyl)carbamoyl)-3,4-dihydroxy-pyrrolidine-1-carboxylate ClC=1C(=C(C=CC1F)NC(=O)[C@H]1N(C[C@@H]([C@@H]1O)O)C(=O)OC(C)(C)C)F